FC(C1=CC(=NC(=C1)[C@@]1(COCC1)OC)C=1C=C(N2C=NC(=CC21)C(=O)OCC)C2COCC2)F Ethyl 5-(4-(difluoromethyl)-6-((S)-3-methoxytetrahydrofuran-3-yl)pyridin-2-yl)-7-(tetrahydrofuran-3-yl)pyrrolo[1,2-c]pyrimidine-3-carboxylate